4-(trifluoromethyl)piperidine-1-carboxamide FC(C1CCN(CC1)C(=O)N)(F)F